[N+](=O)([O-])C=1C=C(C(=O)NC2=CC=CC=C2)C=CC1N1CCN(CC1)C1=CC=C(C=C1)[N+](=O)[O-] 3-Nitro-4-[4-(4-Nitrophenyl)piperazin-1-yl]-N-phenylbenzamide